ClC1=C(C=CC=C1)C1=NN=C(S1)N1OCC2=C1C=CC=C2 N-(5-(2-chlorophenyl)-1,3,4-thiadiazol-2-yl)benzo[c]isoxazole